(R)-2-fluoro-4-(5-methoxy-3H-[1,2,3]triazolo[4,5-b]pyridin-3-yl)-N-(8-methylisoquinolin-1-yl)-N-(piperidin-3-yl)benzamide formate salt C(=O)O.FC1=C(C(=O)N([C@H]2CNCCC2)C2=NC=CC3=CC=CC(=C23)C)C=CC(=C1)N1N=NC=2C1=NC(=CC2)OC